C(CCCCCCCCCCCCCCCCC)(=O)C(CN)N 1-stearoyl-ethylenediamine